N1=CC(=CC=C1)[C@H](COC1=NC(=NC=C1C(F)(F)F)N[C@H]1C[C@H](CCC1)C1=NN=C2N1C=CC=C2)O (1R)-1-(3-pyridyl)-2-[2-[[(1R,3S)-3-([1,2,4]triazolo[4,3-a]pyridin-3-yl)cyclohexyl]amino]-5-(trifluoromethyl)pyrimidin-4-yl]oxy-ethanol